4-(2-((4-chloro-2-fluorobenzyl)oxy)pyrimidin-4-yl)piperidine-1-carboxylic acid tert-butyl ester C(C)(C)(C)OC(=O)N1CCC(CC1)C1=NC(=NC=C1)OCC1=C(C=C(C=C1)Cl)F